ClC=1C=NC(=NC1)C1(C(C2(CN(C2)C=2N=C(C3=C(N2)CC[S@]3=O)NC3(CCC3)CO)C1)[2H])[2H] (5R)-2-(6-(5-chloropyrimidin-2-yl)-2-azaspiro[3.3]hept-2-yl-5,6-d2)-4-((1-(hydroxymethyl)cyclobutyl)amino)-6,7-dihydrothieno[3,2-d]pyrimidine-5-oxide